(S)-4-((6-(2-aminopropionyl)-2-((4-cyanophenyl)amino)-5,6,7,8-tetrahydropyrido[4,3-d]pyrimidin-4-yl)oxy)-3,5-dimethylbenzonitrile N[C@H](C(=O)N1CC2=C(N=C(N=C2OC2=C(C=C(C#N)C=C2C)C)NC2=CC=C(C=C2)C#N)CC1)C